FC1=CC(=C2CN(C(C2=C1)=O)C1C(NC(CC1)=O)=O)OC 3-(6-fluoro-4-methoxy-1-oxoisoindolin-2-yl)piperidine-2,6-dione